S1C(=NC=C1)C[C@H](N)C(=O)O β-(2-thiazolyl)-L-alanine